The molecule is a long-chain, divinyl ether fatty acid composed of 8-nonenoic acid having the E- hydrogen at position 9 substituted by a (1E,3Z)-nona-1,3,-dien-1-yloxy group. It is a divinyl ether fatty acid, a long-chain fatty acid and a straight-chain fatty acid. It is a conjugate acid of a colneleate. CCCCC/C=C\\C=C\\O/C=C/CCCCCCC(=O)O